COC1CC(C1)C(=O)NC1=CC=C(C=N1)CNC=1C=C(C(=O)N)C=CC1C 3-{[(6-{[(1r,3r)-3-methoxycyclobutane-1-carbonyl]Amino}pyridin-3-yl)methyl]Amino}-4-methylbenzamide